C1(CC1)C1=CC2=C(C(N(N=C2C)CC(=O)O)=O)S1 2-(2-Cyclopropyl-4-methyl-7-oxo-thieno[2,3-d]pyridazin-6-yl)acetic acid